ClC1=CC=C(C=C1)C1=CC(=C(C=C1)C(CN1N=CN=C1)(CCC)O)C(F)(F)F 2-[4-(4-chlorophenyl)-2-(trifluoromethyl)phenyl]-1-(1H-1,2,4-triazol-1-yl)pentan-2-ol